(Z)-4-(3-(4-bromo-3,5-dichlorophenyl)-1,4,4,4-tetrafluorobut-1-en-1-yl)-2-(trifluoromethyl)benzoic acid BrC1=C(C=C(C=C1Cl)C(\C=C(/F)\C1=CC(=C(C(=O)O)C=C1)C(F)(F)F)C(F)(F)F)Cl